C(C)OC(CCC(=O)C1=CC2=NC(=C(C=C2S1)OCCCOC=1C=C2CN(CC2=CC1OC)C(CCC(=O)OCC)=O)OC)=O ethyl 4-(5-(3-((2-(4-ethoxy-4-oxobutanoyl)-5-methoxythieno[3,2-b]pyridin-6-yl) oxy) propoxy)-6-methoxyisoindolin-2-yl)-4-oxobutanoate